NC=1C=CC(=C(C#N)C1)C1=C(C=2N=CN=C(C2N1C1=CC(=C(C=C1)OC1=NC=CC(=N1)C)F)N)Br 5-amino-2-(4-amino-7-bromo-5-{3-fluoro-4-[(4-methylpyrimidin-2-yl)oxy]phenyl}-5H-pyrrolo[3,2-d]pyrimidin-6-yl)benzonitrile